C(=C)C1(CC=CCC1)C=O 1-Vinyl-3-cyclohexenecarbaldehyde